p-tolyl morpholine-4-carbodithioate N1(CCOCC1)C(=S)SC1=CC=C(C=C1)C